methylenebis(stearoyl-behenamide) C(C(C(=O)N)(CCCCCCCCCCCCCCCCCCCC)C(CCCCCCCCCCCCCCCCC)=O)C(C(=O)N)(CCCCCCCCCCCCCCCCCCCC)C(CCCCCCCCCCCCCCCCC)=O